(S)-2-(5-(ethoxycarbonyl)-4-(4-((4-iodopyridin-2-yl)carbamoyl)phenyl)-1H-imidazol-2-yl)piperidine-1-carboxylic acid tert-butyl ester C(C)(C)(C)OC(=O)N1[C@@H](CCCC1)C=1NC(=C(N1)C1=CC=C(C=C1)C(NC1=NC=CC(=C1)I)=O)C(=O)OCC